2-(1-((4-bromo-5-methyl-1H-pyrazol-1-yl)methyl)cyclohexyloxy)-1-morpholinoethanone BrC=1C=NN(C1C)CC1(CCCCC1)OCC(=O)N1CCOCC1